N[C@@H](CS)C(=O)O.[Na] sodium cysteine